BrCCN1CCN(CC1)CCO 2-[4-(2-bromoethyl)-1-piperazinyl]ethanol